methyl 5-chloro-6-[1-(2,2,2-trifluoroethyl)piperidin-4-yl]pyridine-3-carboxylate ClC=1C=C(C=NC1C1CCN(CC1)CC(F)(F)F)C(=O)OC